4,4-dimethylcyclohexanol CC1(CCC(CC1)O)C